BrC=1C=C(C(=C(C1)F)C=C)F 5-bromo-1,3-difluoro-2-vinylbenzene